ClC1=C(C=CC(=C1)Cl)C1(CCOCC1)CNC(=O)[C@]1(C=2C=CC=NC2C(CC1)=O)F (S)-N-((4-(2,4-dichlorophenyl)tetrahydro-2H-pyran-4-yl)methyl)-5-fluoro-8-oxo-5,6,7,8-tetrahydroquinoline-5-carboxamide